BrC1CCC2=CC(=CC=C12)C(F)(F)F 1-bromo-5-(trifluoromethyl)indane